FC1(CNC1)C1=CC=C(C#N)C=C1 4-(3-fluoroazetidin-3-yl)benzonitrile